C1(CCCC1)N1C[C@H](NS(C2=C1C=C(C(=C2)OC)C(F)(F)F)(=O)=O)CCC(C)(F)F (R)-5-cyclopentyl-3-(3,3-difluorobutyl)-8-methoxy-7-(trifluoromethyl)-2,3,4,5-tetrahydrobenzo[f][1,2,5]thiadiazepine 1,1-dioxide